3-Fluoro-N-((1R,3R)-3-hydroxycyclobutyl)-5-((6-(3-methylisoxazol-4-yl)-1-oxoisoquinolin-2(1H)-yl)methyl)benzamide FC=1C=C(C(=O)NC2CC(C2)O)C=C(C1)CN1C(C2=CC=C(C=C2C=C1)C=1C(=NOC1)C)=O